N1(C=NC=C1)C=1C=C2C(=C(N1)C(=O)NC1CCC(CC1)OCCOC)SC=C2 5-(1H-imidazol-1-yl)-N-((1r,4r)-4-(2-methoxyethoxy)cyclohexyl)thieno[2,3-c]pyridine-7-carboxamide